CN1C(=NN=C1)C=1C=NN(C1C1=CC(=CC=C1)C1=NN2C(C=CC=C2C(F)(F)F)=N1)C 4-Methyl-3-(1-methyl-5-{3-[5-(trifluoromethyl)-[1,2,4]triazolo[1,5-a]pyridin-2-yl]phenyl}pyrazol-4-yl)-1,2,4-triazole